3-(3,5-difluorophenyl)-8-isopropyl-2-methylimidazo[1,2-b]pyridazin-7-amine FC=1C=C(C=C(C1)F)C1=C(N=C2N1N=CC(=C2C(C)C)N)C